C(C1=CC=CC=C1)OC1=CC=CC2=CC=CC=C12 α-naphthyl benzyl ether